1-(2-chloro-4-(4,4,5,5-tetramethyl-1,3,2-dioxaborolan-2-yl)phenyl)-3-methylpyrrolidin-2-one ClC1=C(C=CC(=C1)B1OC(C(O1)(C)C)(C)C)N1C(C(CC1)C)=O